ClC1=C(C=CC=C1)N1C(NC(C2=CC(=C(C=C12)C(F)(F)F)C#N)=O)=O 1-(2-Chlorophenyl)-2,4-dioxo-7-(trifluoromethyl)-1,2,3,4-tetrahydroquinazoline-6-carbonitrile